(5-(4-(trifluoromethyl)-phenoxy)naphthalen-2-yl)methanone FC(C1=CC=C(OC2=C3C=CC(=CC3=CC=C2)C=O)C=C1)(F)F